8-chloro-2-(methylthio)-N-(4-(pyridin-2-yl)benzyl)pyrazolo[1,5-a][1,3,5]triazin-4-amine ClC=1C=NN2C1N=C(N=C2NCC2=CC=C(C=C2)C2=NC=CC=C2)SC